phenyl-dipyrenylphosphine oxide COC1=CC=C(C=C1)C(CC(=O)C2=CC=C(C=C2)O)C(C(C3C(=O)NC(=S)NC3=O)C4=CC=C(C=C4)OC)C(=O)C5=CC=C(C=C5)O